C(C=C)(=O)N1[C@H](CN(CC1)C=1C2=C(N=C(N1)OC[C@H]1N(CCC1)C)N=C(C(=C2)F)C2=CC=CC1=CC=C(C(=C21)Cl)F)CC#N 2-((S)-1-acryloyl-4-(7-(8-chloro-7-fluoronaphthalen-1-yl)-6-fluoro-2-(((S)-1-methylpyrrolidin-2-yl)methoxy)pyridino[2,3-d]pyrimidin-4-yl)piperazin-2-yl)acetonitrile